C1(=CC=CC=C1)C=1N=C2SCCN2C1 6-phenyl-2,3-dihydroimidazo[2,1-b]thiazole